(2S,3R)-3-((2-aminopyridin-4-yl)methyl)-N2-(1-methyl-1H-imidazol-2-yl)-N1-((R)-1-(6-methylpyridin-3-yl)propyl)-N2-methyl-4-oxoazetidine-1,2-dicarboxamide NC1=NC=CC(=C1)C[C@@H]1[C@H](N(C1=O)C(=O)N[C@H](CC)C=1C=NC(=CC1)C)C(=O)N(C)C=1N(C=CN1)C